IC1=C(C(C(=O)O)=CC(=C1)I)O.[Li] lithium 3,5-diiodosalicylic acid